CC1C=CC=C(C1(I)C(C)(C)C)C 3,5-dimethyl-4-tert-butyl-p-iodobenzene